ClC=1C=C(C=C(C1OC)F)C1CCN(CC1)C(CN1N=C(C2=C1CCC2)C(=O)N2C[C@H](O[C@H](C2)C)C)=O 1-[4-(3-Chloro-5-fluoro-4-methoxyphenyl)piperidin-1-yl]-2-{3-[(2R,6S)-2,6-dimethylmorpholin-4-carbonyl]-5,6-dihydrocyclopenta[c]pyrazol-1(4H)-yl}ethan-1-on